FC1=C(C(=C(C=C1OC)OC)F)C(=O)C1=CC=2C(=CN=C(C2)NC2=NN(C=C2[N+](=O)[O-])C)O1 (2,6-difluoro-3,5-dimethoxyphenyl)(5-((1-methyl-4-nitro-1H-pyrazol-3-yl)amino)furo[2,3-c]pyridin-2-yl)methanone